ClC1=CC2=C(NC3=CC=CC=C23)N=N1 3-Chloro-9H-pyridazino[3,4-b]indole